CN1C[C@@H](OCC1)CO (R)-(4-methylmorpholin-2-yl)methanol